N-(4,4-difluorobutylidene)-2-methylpropane-2-sulfinamide FC(CCC=NS(=O)C(C)(C)C)F